NCCCCC(=O)OCC(=O)[C@]1(CC[C@H]2[C@@H]3CCC4=CC(C=C[C@@]4([C@H]3C(C[C@]12C)=O)C)=O)O 2-((8S,9S,10R,13S,14S,17R)-17-hydroxy-10,13-dimethyl-3,11-dioxo-6,7,8,9,10,11,12,13,14,15,16,17-dodecahydro-3H-cyclopenta[a]phenanthren-17-yl)-2-oxoethyl 5-aminopentanoate